[Al].[Mn].[Ti].[Fe].[Sn] tin iron titanium manganese aluminum